[5-(trifluoromethyl)-1,2,4-oxadiazol-3-yl]benzamide FC(C1=NC(=NO1)C1=C(C(=O)N)C=CC=C1)(F)F